5-bromo-2-((4-(4-methylpiperazin-1-yl)phenyl)amino)pyrimidine Tert-butyl-(10-(2-((2-(2,6-dioxopiperidin-3-yl)-1,3-dioxoisoindolin-4-yl)oxy)acetamido)decyl)carbamate C(C)(C)(C)N(C(O)=O)CCCCCCCCCCNC(COC1=C2C(N(C(C2=CC=C1)=O)C1C(NC(CC1)=O)=O)=O)=O.BrC=1C=NC(=NC1)NC1=CC=C(C=C1)N1CCN(CC1)C